C(C)(C)(C)OC(=O)NCCCCC1=C(C=CC(=C1)F)NC1=C(C(=O)OC)C=CC(=C1)C(F)(F)F methyl 2-((2-(4-((tert-Butoxycarbonyl) amino) butyl)-4-fluorophenyl) amino)-4-(trifluoromethyl)-benzoate